2-Chloro-4-dimethylaminoazobenzene ClC1=C(C=CC(=C1)N(C)C)N=NC1=CC=CC=C1